ClC1=C(C(=O)O)C=CC(=C1)S(=O)(=O)C 2-chloro-4-(methylsulfonyl)benzoic acid